[1-sec-Butyl-5-(1H-pyrazol-4-yl)-1H-pyrazolo[4,3-d]pyrimidin-7-yl]-((R)-cyclopropyl-chinolin-3-yl-methyl)-amin C(C)(CC)N1N=CC=2N=C(N=C(C21)N[C@@H](C=2C=NC1=CC=CC=C1C2)C2CC2)C=2C=NNC2